4-amino-N-(1-(difluoromethyl)-1H-pyrazol-4-yl)-7-fluoro-N-((5-(trifluoromethyl)pyridin-2-yl)methyl)imidazo[1,5-a]quinoxaline-8-carboxamide NC=1C=2N(C3=CC(=C(C=C3N1)F)C(=O)N(CC1=NC=C(C=C1)C(F)(F)F)C=1C=NN(C1)C(F)F)C=NC2